ClC=1C(=NC=CC1C1=NC(=C(C=C1)CN(C(OC(C)(C)C)=O)C[C@H]1NC(CC1)=O)OC)C1=C(C(=CC=C1)NC1=NC=CC(=C1F)C=O)OC tert-butyl (S)-((3'-chloro-2'-(3-((3-fluoro-4-formylpyridin-2-yl)amino)-2-methoxyphenyl)-6-methoxy-[2,4'-bipyridin]-5-yl)methyl)((5-oxopyrrolidin-2-yl)methyl)carbamate